FC1=NC(=CC=C1C=1CCN(CC1)CC=1C(=C2NC(C(=NC2=CC1)C)=O)F)C(=O)NC=1C=NN(C1)C 2-fluoro-1'-((5-fluoro-2-methyl-3-oxo-3,4-dihydroquinoxalin-6-yl)methyl)-N-(1-methyl-1H-pyrazol-4-yl)-1',2',3',6'-tetrahydro-[3,4'-bipyridine]-6-carboxamide